NCCNC(=O)C=1C=C2C(=NNC2=CC1)C1=NC2=C(N1)C=C(C=C2)F N-(2-aminoethyl)-3-(6-fluoro-1H-benzo[d]imidazol-2-yl)-1H-indazole-5-carboxamide